C(C)OC(=O)C=1C=NN(C1N)C1=CC(=CC=C1)[N+](=O)[O-] 1-(3-nitrophenyl)-5-amino-1H-pyrazole-4-carboxylic acid ethyl ester